CN(C(=O)C1=CC(=CN1C)C=1C=C(C=C(C1)O)[C@@H](C)NC(=O)C=1C=C(C=CC1C)N1C[C@H]2CC[C@@H](C1)N2C(=O)OC(C)(C)C)C tert-butyl (1R,5s)-3-[3-[[(1R)-1-[3-[5-(dimethylcarbamoyl)-1-methyl-pyrrol-3-yl]-5-hydroxy-phenyl] ethyl] carbamoyl]-4-methyl-phenyl]-3,8-diazabicyclo[3.2.1]octane-8-carboxylate